CNC=1C2=C(N=CN1)N(C=C2)[C@H]2[C@@H]([C@@H]([C@H](C2)CNCCCNCCC2=CC(=CC=C2)OC2=CC=CC=C2)O)O (1R,2S,3R,5R)-3-(4-(methylamino)-7H-pyrrolo[2,3-d]pyrimidin-7-yl)-5-(((3-((3-phenoxyphenethyl)amino)propyl)amino)methyl)cyclopentane-1,2-diol